2-(8-bromonaphthalen-1-yl)-1-(phenylsulfonyl)-1H-pyrrole BrC=1C=CC=C2C=CC=C(C12)C=1N(C=CC1)S(=O)(=O)C1=CC=CC=C1